5-bromo-4-(2,6-dimethylphenyl)thiazole BrC1=C(N=CS1)C1=C(C=CC=C1C)C